dimethoxy-3''-[N-(imidazolylethyl)carbamoyl]trityl ether COC1=CC=C(C(C2=CC=C(C=C2)OC)(C2=CC(=CC=C2)C(NCCC=2NC=CN2)=O)OC(C2=CC=C(C=C2)OC)(C2=CC=C(C=C2)OC)C2=CC(=CC=C2)C(NCCC=2NC=CN2)=O)C=C1